[4-methoxy-2-(trifluoromethyl)phenyl]methanamine COC1=CC(=C(C=C1)CN)C(F)(F)F